7,8-dihydro-5H-1,6-naphthyridin-2-amine hydrochloride Cl.N1=C(C=CC=2CNCCC12)N